Tert-butyl (S)-2-(3-(1-decyl-1H-indol-4-yl)-1,2,4-oxadiazol-5-yl)pyrrolidine-1-carboxylate C(CCCCCCCCC)N1C=CC2=C(C=CC=C12)C1=NOC(=N1)[C@H]1N(CCC1)C(=O)OC(C)(C)C